FC(C1=C(C=CC(=C1)N)C1=C(C=C(C=C1)N)C(F)(F)F)(F)F 2,2'-bistrifluoromethyl-4,4'-biphenyl-diamine